(-)-3-Methyl-4-((3-((4-methylphenyl)sulfonamido)benzofuran-2-yl)(phenyl)methyl)-1-(p-tolyl)-1H-pyrazol-5-yl acetate C(C)(=O)OC1=C(C(=NN1C1=CC=C(C=C1)C)C)C(C1=CC=CC=C1)C=1OC2=C(C1NS(=O)(=O)C1=CC=C(C=C1)C)C=CC=C2